C([C@@H]1[C@H]([C@@H](C(O1)(CO)OP(=O)(O)O)O)O)OP(=O)(O)O The molecule is a ketohexose bisphosphate that is D-fructofuranose carrying phosphate groups at positions 2 and 6. It derives from a D-fructofuranose.